methyl 2-((tert-butoxycarbonyl) amino)-3-oxo-3-phenylpropionate C(C)(C)(C)OC(=O)NC(C(=O)OC)C(C1=CC=CC=C1)=O